COC1=NC=NC(=C1C(=O)NC=1SC2=C(N1)C=1C=CC(=CC1OC2=O)C(F)(F)F)OC 4,6-dimethoxy-N-(4-oxo-7-(trifluoromethyl)-4H-chromeno[4,3-d]thiazol-2-yl)pyrimidine-5-carboxamide